tert-butyl 4-cyano-4-((6-(trifluoromethyl)pyridin-3-yl)methyl)piperidine-1-carboxylate C(#N)C1(CCN(CC1)C(=O)OC(C)(C)C)CC=1C=NC(=CC1)C(F)(F)F